3-[2-(4-chloro-3-fluorophenyl)cyclopropyl]-1-methyl-1-[(3R)-1-(pyridazin-3-yl)piperidin-3-yl]urea ClC1=C(C=C(C=C1)C1C(C1)NC(N([C@H]1CN(CCC1)C=1N=NC=CC1)C)=O)F